N-benzyl-2-(5-(4-((3-methyloxetane-3-yl)methoxy)phenyl)pyridin-2-yl)acetamide C(C1=CC=CC=C1)NC(CC1=NC=C(C=C1)C1=CC=C(C=C1)OCC1(COC1)C)=O